C(C)N1N=NC2=C1C=CC(=C2)OC2=C(C=C(C=C2)NC2=NC=NC1=C2N=C(N=C1)N1CCN(CC1)C(C=C)=O)C 1-(4-(8-((4-((1-ethyl-1H-benzo[d][1,2,3]triazol-5-yl)oxy)-3-methylphenyl)amino)pyrimido[5,4-d]pyrimidin-2-yl)piperazin-1-yl)prop-2-en-1-one